CN1C(=NN=C1)CCC1=CC(=CC=C1)B1OC(C(O1)(C)C)(C)C 4-Methyl-3-(3-(4,4,5,5-tetramethyl-1,3,2-dioxaborolan-2-yl)phenethyl)-4H-1,2,4-triazole